FC([C@@H]1CC[C@H](CC1)C(=O)NN)(F)F Trans-4-(trifluoromethyl)cyclohexanecarbohydrazide